[1,4]benzoxazin-7-amine O1CC=NC2=C1C=C(C=C2)N